2-(1-methylethenyl)benzene CC(=C)C1=CC=CC=C1